7-methoxy-1-methyl-1H-1,3-benzodiazole-5-carboxylic acid methyl ester COC(=O)C1=CC2=C(N(C=N2)C)C(=C1)OC